4-(benzyloxy)-3-chloro-5-(1,3-dioxolan-2-yl)-2-fluorobenzoic acid C(C1=CC=CC=C1)OC1=C(C(=C(C(=O)O)C=C1C1OCCO1)F)Cl